FC(CCCC1=C(C=CC(=C1)OC)S(=O)(=O)N)(CCCCCCCCCCCCCC)F (4,4-Difluorooctadecyl)-4-methoxybenzenesulfonamide